FC(C1=NN(C=C1C(=O)O)C)F 3-(difluoromethyl)-1-methyl-pyrazole-4-carboxylic acid